N-(3-chloro-2-fluorophenyl)-6-(piperidin-4-yloxy)quinazolin-4-amine ClC=1C(=C(C=CC1)NC1=NC=NC2=CC=C(C=C12)OC1CCNCC1)F